C(C)(C)(C)OC(=O)N(C=1SC(=CN1)C[C@@H]1[C@H](N(C1=O)[Si](C)(C)C(C)(C)C)C(=O)OCC1=CC=CC=C1)C(=O)OC(C)(C)C benzyl (2S,3R)-3-({2-[bis(tert-butoxycarbonyl)amino]-1,3-thiazol-5-yl}methyl)-1-[tert-butyl(dimethyl)silyl]-4-oxoazetidine-2-carboxylate